CN(CCN(CCN(C)C)C)C Pentamethyl-diethylen-triamin